2-Amino-5-cyano-3,N-dimethylbenzamide NC1=C(C(=O)NC)C=C(C=C1C)C#N